ClC=1C=C(C=CC1OC)C1(CN(C1)C(=O)OC(C)(C)C)O tert-butyl 3-(3-chloro-4-methoxyphenyl)-3-hydroxyazetidine-1-carboxylate